5-CYANOINDAZOLE-3-CARBOXALDEHYDE C(#N)C=1C=C2C(=NNC2=CC1)C=O